aluminum fluoride salt [F-].[Al+3].[F-].[F-]